5-nitro-1H-pyrrolo[2,3-b]pyridine [N+](=O)([O-])C=1C=C2C(=NC1)NC=C2